3-(trifluoromethyl)-5,6-dihydro[1,2,4]triazolo[4,3-a]pyrazine FC(C1=NN=C2N1CCN=C2)(F)F